N-(7-cyano-4-((4-phenoxyphenyl)amino)quinazolin-6-yl)acrylamide C(#N)C1=C(C=C2C(=NC=NC2=C1)NC1=CC=C(C=C1)OC1=CC=CC=C1)NC(C=C)=O